N-[[4-[5-amino-4-cyano-1-(3,3-dimethyltetrahydropyran-4-yl)pyrazol-3-yl]phenyl]methyl]-2-methoxy-benzamide NC1=C(C(=NN1C1C(COCC1)(C)C)C1=CC=C(C=C1)CNC(C1=C(C=CC=C1)OC)=O)C#N